chlorobiphenyl pyruvate C(C(=O)C)(=O)O.ClC1=C(C=CC=C1)C1=CC=CC=C1